ClC=1C(=C(C=C(C1)F)[C@@](C([2H])([2H])[2H])([2H])NC(COC(F)F)=O)COC=1C=CC=C2C(=CC(=NC12)C)C1=NC=NN1C N-[(1S)-1-[3-chloro-5-fluoro-2-({[2-methyl-4-(1-methyl-1H-1,2,4-triazol-5-yl)quinolin-8-yl]oxy}methyl)phenyl](1,2,2,2-2H4)ethyl]-2-(difluoromethoxy)acetamide